1-ethynyl-4-((4-methoxybenzyl)oxy)benzene C(#C)C1=CC=C(C=C1)OCC1=CC=C(C=C1)OC